1-({3,4-difluoro-2-[(2-fluoro-4-iodophenyl)amino]Phenyl}carbonyl)-3-prop-2-en-1-ylazetidin-3-ol FC=1C(=C(C=CC1F)C(=O)N1CC(C1)(O)CC=C)NC1=C(C=C(C=C1)I)F